3,3-difluoro-1-methylpiperidin-4-ol FC1(CN(CCC1O)C)F